C(#N)C1=CC(=C(COC=2C=C(C=CC2)N2C=NN(CC2)CC2=NC3=C(N2C[C@H]2OCC2)C=C(C=C3F)C(=O)O)C=C1)OC (S)-2-(4-(3-((4-cyano-2-methoxybenzyl)oxy)phenyl)-5,6-dihydro-1,2,4-triazin-1(4H)-ylmethyl)-4-fluoro-1-(oxetan-2-ylmethyl)-1H-benzo[d]imidazole-6-carboxylic acid